(R)-4-((1-(3-(isothiazol-5-yl)-5-(1-methyl-1H-pyrazol-4-yl)phenyl)ethyl)carbamoyl)-3-methylbenzoic acid S1N=CC=C1C=1C=C(C=C(C1)C=1C=NN(C1)C)[C@@H](C)NC(=O)C1=C(C=C(C(=O)O)C=C1)C